C(CCCC)C1CC=2NC3=C(C=CC=C3C2CC1)C(=O)O 2-pentyl-2,3,4,9-tetrahydro-1H-carbazole-8-carboxylic acid